OCC([C@@H](C[C@H]1C(NCC1)=O)NC(=O)[C@@H]1N(C[C@H]2[C@@H]1CCC2)C(=O)C=2NC1=CC=CC(=C1C2)OC)=O (1R,3aR,6aS)-N-((R)-4-hydroxy-3-oxo-1-((S)-2-oxopyrrolidin-3-yl)butan-2-yl)-2-(4-methoxy-1H-indole-2-carbonyl)octahydrocyclopenta[c]pyrrole-1-carboxamide